FC1=C(C(=CC=C1)F)C=1CCCC2=C(C1C1=CC=C(C=C1)CC1CN(C1)CCCF)C=CC=C2 8-(2,6-Difluorophenyl)-9-(4-((1-(3-fluoropropyl)azetidin-3-yl)methyl)phenyl)-6,7-dihydro-5H-benzo[7]annulen